N-phenyl-N-((trimethylsilyl)methyl)aniline C1(=CC=CC=C1)N(C1=CC=CC=C1)C[Si](C)(C)C